COC1CCC(CC1)NC1=NC=C(C(=N1)N[C@H]1COCCC1)C(=O)N 2-((1r,4R)-4-methoxycyclohexylamino)-4-((R)-tetrahydro-2H-pyran-3-ylamino)pyrimidine-5-carboxamide